ClC1=CC=C(CN2CC=NC3=CC=CC=C23)C=C1 4-(4-chlorobenzyl)-3,4-dihydroquinoxaline